C1(=CC=C(C=C1)NC1=C(C=C(C=2OC3=C(C21)C=CC=C3)C3=CC=CC=C3)C3=CC=CC=C3)C3=CC=CC=C3 N-([1,1'-biphenyl]-4-yl)-2,4-diphenyldibenzo[b,d]furan-1-amine